FC(C(=O)[O-])(Cl)F.[Na+] sodium 2,2-difluoro-2-chloroacetate